COC1=CC=CC(=N1)CC1CN(CCC1)CC1=CN=C(S1)NC(C)=O N-(5-((3-((6-methoxypyridin-2-yl)methyl)piperidin-1-yl)methyl)thiazol-2-yl)acetamide